3,6-Dimethyl-8-[(1R)-1-[[2-(1,2,4-oxadiazol-3-yl)-3-pyridyl]amino]ethyl]-2-phenyl-chromen-4-one CC1=C(OC2=C(C=C(C=C2C1=O)C)[C@@H](C)NC=1C(=NC=CC1)C1=NOC=N1)C1=CC=CC=C1